C(C)(C)(C)OCCN(CCC(C(=O)O)NC(C(C)C1=CC=CC=C1)=O)CCCCC1=NC=2NCCCC2C=C1 4-[2-tert-butoxyethyl-[4-(5,6,7,8-tetrahydro-1,8-naphthyridin-2-yl)butyl]amino]-2-[[2-phenylpropanoyl]amino]butanoic acid